(5-(3,5-dimethyl-4-(2-(((1R,3S,5r,7r)-2-methyladamantan-2-yl)oxy)-2-oxoethoxy)phenyl)-5H-dibenzo[b,d]thiophen-5-ium) chloride [Cl-].CC=1C=C(C=C(C1OCC(=O)OC1(C2CC3CC(CC1C3)C2)C)C)[S+]2C3=C(C1=C2C=CC=C1)C=CC=C3